2-(2,4-Difluorophenyl)-2-(1-(4-hydroxypiperidin-1-carbonyl)piperidin-4-yliden)acetonitril FC1=C(C=CC(=C1)F)C(C#N)=C1CCN(CC1)C(=O)N1CCC(CC1)O